Tert-Butyl N-(6-Chloropyridazin-3-yl)Carbamate ClC1=CC=C(N=N1)NC(OC(C)(C)C)=O